C(C=C)[C@@H]1[C@@H](C([C@H]2OC(OC[C@H]2O1)(C)C)N1N=NC(=C1)C1=CC(=C(C(=C1)F)F)F)OC 1-((4ar,6r,7r,8ar)-6-allyl-7-methoxy-2,2-dimethylhexahydropyrano[3,2-d][1,3]dioxin-8-yl)-4-(3,4,5-trifluorophenyl)-1H-1,2,3-triazole